OCC1CC(CCC1)C=O 3-(hydroxymethyl)cyclohexanecarboxaldehyde